(4-aminophenyl)-7-(2-fluoroethyl)-7H-pyrrolo[2,3-d]pyrimidin-4-ylamine NC1=CC=C(C=C1)NC=1C2=C(N=CN1)N(C=C2)CCF